[Na].C(CC)C=1C(=C(N(CCC)CCC)C=CC1)CCC tetrapropylaniline sodium